C(C=C)OCCCCCCOC1=C(C=CC=C1)C1=CC=CC=C1 (6-(allyloxy)hexyloxy)-1,1'-biphenyl